FC(COC[C@@H]1CC=2C(C=3N(C1)N=C1C3CN(CC1)C(=O)OC(C)(C)C)=NOC2)F (5R)-tert-butyl 5-((2,2-difluoroethoxy)methyl)-5,6,9,10-tetrahydro-4H-isoxazolo[3,4-c]pyrido[4',3':3,4]-pyrazolo[1,5-a]azepine-11(12H)-carboxylate